CN1N=CC(=C1)C1=CC=C(C(=O)N([C@H]2CNCCC2)C2=NC=CC3=CC=CC(=C23)C)C=C1 (R)-4-(1-methyl-1H-pyrazol-4-yl)-N-(8-methylisoquinolin-1-yl)-N-(piperidin-3-yl)benzamide